6-(4-(trifluoromethyl)-1H-pyrazol-1-yl)nicotinonitrile FC(C=1C=NN(C1)C1=NC=C(C#N)C=C1)(F)F